1-(2-aminoethyl)-3-methylimidazole chloride salt [Cl-].NCCN1CN(C=C1)C